BrC1=C(C=C(C=C1)F)/C=C/C(=O)OCC ethyl (E)-3-(2-bromo-5-fluorophenyl)acrylate